6-cyclopropyl-1-(4-(difluoromethoxy)phenyl)-3-(2-methyl-2H-indazol-5-yl)thieno[3,2-d]pyrimidine-2,4(1H,3H)-dione C1(CC1)C1=CC=2N(C(N(C(C2S1)=O)C1=CC2=CN(N=C2C=C1)C)=O)C1=CC=C(C=C1)OC(F)F